FC1(C(C1)SC=1N=C2N(N1)[C@@H](C[C@@H]2F)C2=C(C=CC=C2)F)F (5s,7s)-2-(2,2-difluorocyclopropyl)thio-7-fluoro-5-(2-fluorophenyl)-6,7-dihydro-5H-pyrrolo[1,2-b][1,2,4]triazole